N-[(3S)-5-methyl-4-oxo-2,3-dihydro-1,5-benzoxazepin-3-yl]spiro[3H-furo[3,4-c]pyridine-1,3'-tetrahydropyran]-6-carboxamide CN1C([C@H](COC2=C1C=CC=C2)NC(=O)C2=CC1=C(C=N2)COC12COCCC2)=O